Br[13C]1=C(C(=C2C=CC3=CC(=CC4=CC=C1C2=C34)C(C)(C)C)Br)O 1,3-dibromo-7-tert-butyl-2-hydroxypyrene-13C